N,N-dimethyl-2,3-dioleoyloxypropylamine CN(C)CC(COC(CCCCCCC\C=C/CCCCCCCC)=O)OC(CCCCCCC\C=C/CCCCCCCC)=O